tert-butyl 4-(3-((1-(4-chlorophenyl)-2-oxo-2-(6-(trifluoromethoxy)-indolin-1-yl)ethyl)amino)-5-methoxyphenoxy)butanoate ClC1=CC=C(C=C1)C(C(N1CCC2=CC=C(C=C12)OC(F)(F)F)=O)NC=1C=C(OCCCC(=O)OC(C)(C)C)C=C(C1)OC